2-(2,6-dioxopiperidin-3-yl)-5-((5-(4-(4-(5-(2-fluoro-6-methoxyphenyl)-1H-pyrazolo[4,3-d]pyrimidin-3-yl)phenyl)piperazin-1-yl)-5-oxopentyl)amino)isoindoline-1,3-dione O=C1NC(CCC1N1C(C2=CC=C(C=C2C1=O)NCCCCC(=O)N1CCN(CC1)C1=CC=C(C=C1)C1=NNC2=C1N=C(N=C2)C2=C(C=CC=C2OC)F)=O)=O